methyl-5-(dimethylamino)nicotinic acid CC1=C(C(=O)O)C=C(C=N1)N(C)C